FC(N1N=C(N=N1)[C@H](N1CCN(CC1)C(=O)C1=NC=CC(=C1)C=1OC2=C(CN(CC2)C(=O)OCC2=CC=CC=C2)N1)C1=CC=CC=C1)F |r| Benzyl (R/S)-2-(2-(4-((2-(difluoromethyl)-2H-tetrazol-5-yl)(phenyl)methyl)piperazine-1-carbonyl)pyridin-4-yl)-6,7-dihydrooxazolo[4,5-c]pyridine-5(4H)-carboxylate